NC1=NC=2C=C(C=CC2C2=C1N=C(N2CC(C)(O)C)COCC)CC2=CC=CC=C2 1-(4-amino-7-benzyl-2-(ethoxymethyl)-1H-imidazo[4,5-C]quinolin-1-yl)-2-methylpropan-2-ol